OCCCCC 5-hydroxylpentane